2-chloro-N-[3-deuterio-3-hydroxy-3-[4-(trifluoromethoxy)phenyl]propyl]-N-[(1R)-1-phenylethyl]acetamide ClCC(=O)N([C@H](C)C1=CC=CC=C1)CCC(C1=CC=C(C=C1)OC(F)(F)F)(O)[2H]